FC=1C=C(C(=O)NCC2CCC(CC2)C2=NC(=NO2)C2=NC=C(N=C2)C(F)(F)F)C=C(C1O)F 3,5-difluoro-4-hydroxy-N-{[(1r,4r)-4-{3-[5-(trifluoromethyl)pyrazin-2-yl]-1,2,4-oxadiazol-5-yl}cyclohexyl]methyl}benzamide